1,2,3-trimethylimidazolium bicarbonate C([O-])(O)=O.CN1C(=[N+](C=C1)C)C